OC1=C(C(=CC=C1)OCC1=CC=CC=C1)C(\C=C\C1=CC=C(C=C1)C)=O (E)-1-(2-Hydroxy-6-phenylmethoxyphenyl)-3-(4-methylphenyl)prop-2-en-1-one